C(C=C)(=O)N[C@H]1C[C@@H](CCC1)NC(=O)C=1SC=2N=CC=C3N(C(NC1C23)=O)C2=CC(=NC=C2)C2=CC=CC=C2 N-((1R,3R)-3-Acrylamidocyclohexyl)-4-oxo-5-(2-phenylpyridin-4-yl)-4,5-dihydro-3H-1-thia-3,5,8-triazaacenaphthylene-2-carboxamide